OC1=C2C(=C(C=3C(C4=CC=C(C(=C4OC13)OC)OC)=O)O)C1=C(C3=C(C(=C1C=C2)OC2OC(C(C(C2OC)OC)OC)C)CC(OC3=O)C)O 8,15,16-trihydroxy-10,11-dimethoxy-3-methyl-5-((3,4,5-trimethoxy-6-methyltetrahydro-2H-pyran-2-yl)oxy)-3,4-dihydropyrano[4',3':6,7]naphtho[1,2-b]xanthen-1,14-dione